cyclopropanenide [C-]1=CC1